C1(=CC=CC=C1)C=1N=C(N2C1C=CC=C2)C(=O)C=2C=C(C=CC2)C (1-phenylimidazo[1,5-a]pyridin-3-yl)(m-tolyl)methanone